OCC(C)N1C=NC2=C(C1=O)C=C(N=C2C2=CC=C(C=C2)C(F)(F)F)C=2C=NN(C2)C 3-(1-hydroxypropan-2-yl)-6-(1-methyl-1H-pyrazol-4-yl)-8-(4-(trifluoromethyl)phenyl)pyrido[3,4-d]pyrimidin-4(3H)-one